5-bromo-N-[2-[[(2S,4r)-1-[(2S)-2-(4-cyclopropyltriazol-1-yl)-3,3-dimethyl-butyryl]-4-hydroxy-pyrrolidine-2-carbonyl]amino]ethyl]pyridine-2-carboxamide BrC=1C=CC(=NC1)C(=O)NCCNC(=O)[C@H]1N(C[C@@H](C1)O)C([C@H](C(C)(C)C)N1N=NC(=C1)C1CC1)=O